CN(C(C)(C)[C@@H]1OCCN(C1)C=1C=CC(=NC1)NC=1C=CC(=C2CNC(C12)=O)C1=CN=C2N1C=CC(=C2)F)C (R)-7-((5-(2-(2-(dimethylamino)-propan-2-yl)morpholino)pyridin-2-yl)amino)-4-(7-fluoroimidazo[1,2-a]pyridin-3-yl)isoindolin-1-one